(E)-octadecan-2-en-1-ol C(\C=C\CCCCCCCCCCCCCCC)O